cyclopentyl (1-fluoropropan-2-yl)carbamate FCC(C)NC(OC1CCCC1)=O